C1(=CC=CC=C1)NC1=CC2=C(C=CC=C2C=C1)C1=CC=CC=C1 N,8-Diphenylnaphthalen-2-amine